NC1=CC(=NC(=C1C#N)N1N=C(C=C1)N1CC(CC1)(C)O)C=1SC=CN1 4-amino-2-(3-(3-hydroxy-3-methylpyrrolidin-1-yl)-1H-pyrazol-1-yl)-6-(thiazol-2-yl)nicotinonitrile